FC=1C=C(NC2=CC=C(C(=N2)C(=O)NC(C(C)(C)C)C)OC)C=C(C1)F 6-(3,5-difluoroanilino)-3-methoxy-N-(1,2,2-trimethylpropyl)pyridine-2-carboxamide